Pentaerythritol tetra-di-tert-butylHydrocinnamate C(C)(C)(C)C(C(=O)OCC(COC(C(CC1=CC=CC=C1)(C(C)(C)C)C(C)(C)C)=O)(COC(C(CC1=CC=CC=C1)(C(C)(C)C)C(C)(C)C)=O)COC(C(CC1=CC=CC=C1)(C(C)(C)C)C(C)(C)C)=O)(CC1=CC=CC=C1)C(C)(C)C